C(C1=CC=CC=C1)(C1=CC=CC=C1)N1CCC(=CC1)C=1C(=C2CN(C(C2=CC1)=O)C1C(NC(CC1)=O)=O)F 3-(5-(1-benzhydryl-1,2,3,6-tetrahydropyridin-4-yl)-4-fluoro-1-oxoisoindolin-2-yl)piperidine-2,6-dione